N1N=CC=2C1=CN=NC2 1H-pyrazolo[3,4-d]pyridazine